NC1=NON=C1C1=NN=C(N1N)NN 3-amino-4-(4-amino-5-hydrazino-1,2,4-triazole-3-yl)furazan